C1(CCCCC1)CCC(=O)N (αR)-Cyclohexanepropanamide